5-(2-chloro-6-fluorophenyl)-1,6-dihydrobenzo[d]pyrazolo[3,4-f][1,3]diazepine ClC1=C(C(=CC=C1)F)C1=NC2=C(C3=C(N1)C=CC=C3)NN=C2